4-[(1S)-1-[[1-(4-benzyloxyphenyl)cyclopentanecarbonyl]amino]ethyl]benzoic acid C(C1=CC=CC=C1)OC1=CC=C(C=C1)C1(CCCC1)C(=O)N[C@@H](C)C1=CC=C(C(=O)O)C=C1